C(OC(C)(C)C)(OCC(=C)C)=O tert-butyl (2-methylallyl) carbonate